C(C=C)(=O)N[C@@H](CCS)C(=O)O N-acryloyl-homocysteine